C(C)(C)C=1C=NN2C1N=C(N=C2NC=2C=C(C(=O)NC1CCNCC1)C=CC2)OC2CCN(CC2)C 3-((8-isopropyl-2-((1-methylpiperidin-4-yl)oxy)pyrazolo[1,5-a][1,3,5]triazin-4-yl)amino)-N-(piperidin-4-yl)benzamide